C(C1=CC=CC=C1)OC1=NC(=CC=C1C1=NC(=C(C=C1)N1C[C@H]([C@H](CC1)N1CCN(CC1)CC1=CC=CC=C1)F)C)OCC1=CC=CC=C1 2',6'-bis(benzyloxy)-5-((3R,4S)-4-(4-benzylpiperazin-1-yl)-3-fluoropiperidin-1-yl)-6-methyl-2,3'-bipyridine